OCCN1C(C2=CC=C(C=C2C1)C1=CC=C(C=C1)S(=O)(=O)N1CCC(CC1)NC1=NC=C(C=C1)C(F)(F)F)=O 2-(2-Hydroxyethyl)-5-(4-((4-((5-(trifluoromethyl)pyridin-2-yl)amino)piperidin-1-yl)sulfonyl)phenyl)isoindolin-1-one